8'-(6-(3-(Dimethylamino)propoxy)pyridin-3-yl)-3'-methylspiro[cyclopropane-1,1'-pyrrolo[2,3-c]quinolin]-2'(3'H)-one CN(CCCOC1=CC=C(C=N1)C1=CC=2C3=C(C=NC2C=C1)N(C(C31CC1)=O)C)C